BrC=1C(=CN(C(C1)=O)C1NCOC1)C(=O)OC methyl 4-bromo-1-(oxazolidin-4-yl)-6-oxo-1,6-dihydropyridine-3-carboxylate